(2R)-N-[(1S)-2-hydroxy-1-(3-methoxyphenyl)ethyl]-2-(6-{2-[(1-methyl-1H-pyrazol-5-yl)amino]pyrimidin-4-yl}-1-oxo-2,3-dihydro-1H-isoindol-2-yl)propionamide OC[C@H](C1=CC(=CC=C1)OC)NC([C@@H](C)N1C(C2=CC(=CC=C2C1)C1=NC(=NC=C1)NC1=CC=NN1C)=O)=O